OC1=CC=C(C=C1)C=1OC2=C(CN(CC2)C(=O)OC(C)(C)C)N1 tert-butyl 2-(4-hydroxyphenyl)-6,7-dihydrooxazolo[4,5-c]pyridine-5(4H)-carboxylate